phosphokalium P(=O)(=O)[K]